(R)-6-chloro-5-difluoromethyl-N-(piperidin-3-yl)pyridazin-3-amine ClC1=C(C=C(N=N1)N[C@H]1CNCCC1)C(F)F